FC(C1=C(C=C2CCCN(C2=C1)C1=NC(=CC2=CC=CC=C12)C(=O)O)C=1C=NN(C1)C)F 1-[7-difluoromethyl-6-(1-methyl-1H-pyrazol-4-yl)-3,4-dihydro-2H-quinolin-1-yl]-isoquinoline-3-carboxylic acid